1-(2-hydroxy-2-methylpropyl)-5-(2-(4-(methylsulfonyl)phenyl)furo[3,2-b]pyridin-7-yl)pyridin-2(1H)-one OC(CN1C(C=CC(=C1)C1=C2C(=NC=C1)C=C(O2)C2=CC=C(C=C2)S(=O)(=O)C)=O)(C)C